(2-Chloro-3-methoxyphenyl)((3R,9aS)-3-(5-chloro-4-methylpyridin-2-yl)hexahydropyrazino[2,1-c][1,4]oxazin-8(1H)-yl)methanon ClC1=C(C=CC=C1OC)C(=O)N1C[C@H]2CO[C@H](CN2CC1)C1=NC=C(C(=C1)C)Cl